1-(2-Chlorophenyl)sulfonyl-3-(4-methoxy-6-methyl-1,3,5-triazin-2-yl)urea ClC1=C(C=CC=C1)S(=O)(=O)NC(=O)NC1=NC(=NC(=N1)OC)C